dibutyltin di-(2-isooctyl thioglycolate) C(CCCCC(C)C)C(C(=O)[O-])S.C(CCCCC(C)C)C(C(=O)[O-])S.C(CCC)[Sn+2]CCCC